CNC(=O)C=1C=C(C=CC1)C1=CC=2C=NC=CC2S1 2-[3-(methylcarbamoyl)phenyl]thieno[3,2-c]pyridin